(R)-(3S,5R,8R,9S,10S,13R,14S,16S,17R)-16-acetoxy-14-hydroxy-10,13-dimethyl-17-(2-oxo-2H-pyran-5-yl)hexadecahydro-1H-cyclopenta[a]phenanthren-3-yl 3-hydroxypyrrolidine-1-carboxylate O[C@H]1CN(CC1)C(=O)O[C@H]1CC[C@@]2([C@H]3CC[C@@]4([C@H]([C@H](C[C@@]4([C@@H]3CC[C@@H]2C1)O)OC(C)=O)C=1C=CC(OC1)=O)C)C